P(=O)([O-])([O-])[O-].[Nd+3] neodymium phosphate salt